C(#N)C1=C(C=C(C=C1)NC(CN1N=CC(=C(C1=O)Cl)Cl)=O)S(N(C)C)(=O)=O N-(4-cyano-3-(N,N-dimethylsulfamoyl)phenyl)-2-(4,5-dichloro-6-oxopyridazin-1(6H)-yl)acetamide